1-(2-((5-(1-(2,2-difluoroethyl)-2-methyl-1H-imidazo[4,5-b]pyrazin-6-yl)pyrrolo[2,1-f][1,2,4]triazin-2-yl)amino)-7-azaspiro[3.5]nonan-7-yl)ethan-1-one FC(CN1C(=NC=2C1=NC(=CN2)C=2C=CN1N=C(N=CC12)NC1CC2(C1)CCN(CC2)C(C)=O)C)F